1-methyl-2-(4-((4,4,5,5-tetramethyl-1,3,2-dioxaborolan-2-yl)methyl)phenyl)-4-(trifluoromethyl)-1H-imidazole CN1C(=NC(=C1)C(F)(F)F)C1=CC=C(C=C1)CB1OC(C(O1)(C)C)(C)C